C1(CC1)N1C(C=2C(C=C1)=NN(C2)C\C(\CN2C(C1=CC=CC=C1C2=O)=O)=C\F)=O (E)-2-(2-((5-cyclopropyl-4-oxo-4,5-dihydro-2H-pyrazolo[4,3-c]pyridin-2-yl)methyl)-3-fluoroallyl)isoindoline-1,3-dione